C1(CC1)S(=O)(=O)NC=1SC(=C(N1)C(C(=O)NC1=C(C=C(C=C1)C=1C=NC=C(C1)C(F)(F)F)F)(C)C)C 2-(2-(cyclopropanesulfonamido)-5-methylthiazol-4-yl)-N-(2-fluoro-4-(5-(trifluoromethyl)pyridin-3-yl)phenyl)-2-methylpropanamide